CCCCCC/C=C/C=C(/CCCCCCCC(=O)O)\\OO The molecule is a hydroperoxy fatty acid that is (9E,11E)-octadeca-9,11-dienoic acid carrying a hydroperoxy group at position 9. It is a lipid hydroperoxide, a hydroperoxy fatty acid, a long-chain fatty acid and a polyunsaturated fatty acid. It derives from a 9E,11E-octadecadienoic acid.